C(C)OC1=C(C=C(C=C1)S(=O)(=O)N1CCN(CC1)CCCO)C1=NN2C(C(N1)=O)=C(C(=C2CCC)C=O)C 2-(2-ethoxy-5-((4-(3-hydroxypropyl)piperazin-1-yl)sulfonyl)phenyl)-5-methyl-4-oxo-7-propyl-3,4-dihydropyrrolo[2,1-f][1,2,4]triazine-6-carbaldehyde